N1(N=CC=C1)C1=NNC2=CC=C(C=C12)NC(C1=NC=C(C=C1C)C#N)=O N-(3-(1H-pyrazol-1-yl)-1H-indazol-5-yl)-5-cyano-3-methylpicolinamide